sodium 8-mercaptooctane-1-sulfonate SCCCCCCCCS(=O)(=O)[O-].[Na+]